O[C@H]1CN(CC[C@H]1NC1=NC=C(C=C1)C(F)(F)F)S(=O)(=O)C1=CC=C(C=C1)C=1C=C2CNC(C2=C(C1)C)=O 5-(4-(((3S,4R)-3-hydroxy-4-((5-(trifluoromethyl)pyridin-2-yl)amino)piperidin-1-yl)sulfonyl)phenyl)-7-methylisoindolin-1-one